ClC1=CC(=C(OCC(=O)NC2CCCCC2)C=C1S(=O)(=O)N1CCCC1)C 2-(4-chloro-2-methyl-5-pyrrolidin-1-ylsulfonylphenoxy)-N-cyclohexylacetamide